6-[2-cyano-3-[[ethyl(methyl)sulfamoyl]amino]-6-fluoro-phenoxy]-5-methoxy-4-oxo-3-(2-piperazin-1-ylpyrimidin-5-yl)quinazoline C(#N)C1=C(OC=2C(=C3C(N(C=NC3=CC2)C=2C=NC(=NC2)N2CCNCC2)=O)OC)C(=CC=C1NS(N(C)CC)(=O)=O)F